C(C)[C@H]1OC2=CC=3C(=CC=NC3C=C2C=NC1)OC (R)-2-ethyl-10-methoxy-2,3-dihydro-[1,4]oxazepino[7,6-g]quinolin